N-(3-methylpentan-3-yl)cyclohexane-1,3-diamine CC(CC)(CC)NC1CC(CCC1)N